(3-chloro-5-(methylsulfonylamino)phenyl)-5-(piperazine-1-carbonyl)-1-(pyridin-2-yl)-1H-pyrrole-3-carboxamide ClC=1C=C(C=C(C1)NS(=O)(=O)C)C=1N(C(=CC1C(=O)N)C(=O)N1CCNCC1)C1=NC=CC=C1